C(#N)C1=CC(=C(C(=C1)F)NC=1N(C2=NC(=NC=C2N1)NC(C)C)C1CCC(CC1)C(=O)N)F (1s,4s)-4-(8-(4-cyano-2,6-difluorophenylamino)-2-(isopropylamino)-9H-purin-9-yl)cyclohexanecarboxamide